BrC1=CC2=C(C(OC2)=O)C=C1I 5-bromo-6-iodo-1,3-dihydro-2-benzofuran-1-one